tert-butyl N-[2-fluoro-5-({[(1S,3S,5S)-5-methyl-2-{2-[(4-phenoxyphenyl)formamido]acetyl}-2-azabicyclo[3.1.0]hexan-3-yl]formamido}methyl) thiophene-3-carboximidoyl]carbamate FC=1SC(=CC1C(=N)NC(OC(C)(C)C)=O)CNC(=O)[C@H]1N([C@H]2C[C@]2(C1)C)C(CNC(=O)C1=CC=C(C=C1)OC1=CC=CC=C1)=O